hexahydro-2H-cyclopenta[4,5]pyrrolo[1,2-a]pyrazin C1C=2N(CCN1)C1C(C2)=CCC1